lithium tridecanoate C(CCCCCCCCCCCC)(=O)[O-].[Li+]